CCCC(=O)NC1=C2C(=NC=N1)N(C=N2)[C@H]3[C@@H]([C@H]4[C@H](O3)COP(=O)(O4)O)OC(=O)CCC The molecule is a 3',5'-cyclic purine nucleotide that is the 2'-butanoate ester and 6-N-butanoyl derivative of 3',5'-cyclic AMP. It has a role as an agonist, a vasodilator agent and a cardiotonic drug. It is a butyrate ester, a 3',5'-cyclic purine nucleotide and a member of butanamides. It derives from a 3',5'-cyclic AMP.